di-(2-butyl) phosphate P(=O)(OC(C)CC)(OC(C)CC)[O-]